FC1=CC=C(C=C1)C1=NN(CC1C1=CC=CC=C1)S(=O)(=O)C1=CC=C(C=C1)F 3-(4-fluorophenyl)-N-((4-fluorophenyl)sulfonyl)-4-phenyl-4,5-dihydro-1H-pyrazole